C1(CCCCC1)CCC[C@@H](CC(=O)O)NC(=O)C1=NN(C(=C1)C1=C(C=CC=C1OC)OC)CC(C)C (3S)-6-cyclohexyl-3-{[5-(2,6-dimethoxyphenyl)-1-(2-methylpropyl)-1H-pyrazol-3-yl]formamido}hexanoic acid